CCCC\C=C/CCCC (Z)-5-Decen